COC(=O)C=1C=CC2=C(N(C(=N2)CCl)C[C@@H](C)OC)C1 (R)-2-(chloromethyl)-1-(2-methoxypropyl)-1H-benzo[d]imidazole-6-carboxylic acid methyl ester